C1(CC1)CC(C(C(=O)O)O)NC(=O)[C@@H]1[C@H]2C([C@H]2CN1C([C@H](C(C)(C)C)NC(C(C)C)=O)=O)(C)C 4-cyclopropyl-2-hydroxy-3-((1R,2S,5S)-3-((S)-2-isobutyramido-3,3-dimethylbutanoyl)-6,6-dimethyl-3-azabicyclo[3.1.0]hexane-2-carboxamido)butanoic acid